C=C1N2C3CCC2CC(C1=O)C3 5-methylenehexahydro-3,7-methanoindolizin-6(5H)-one